ClC1=C(C=C(C2=CCN=C12)C)C1=CC=C(C=C1)C1CCN(CC1)CC(C)F 7-chloro-6-(4-(1-(2-fluoropropyl)piperidin-4-yl)phenyl)-4-methyl-2H-indole